FC=1C(=CC(=NC1)OC)C1=CC(=NN1)C(=O)N1C2(CC2)C[C@H](CC1)C(=O)N[C@@H]1CCOC=2C1=NC(=CC2)C (S)-4-(5-(5-fluoro-2-methoxypyridin-4-yl)-1H-pyrazole-3-carbonyl)-N-((R)-6-methyl-3,4-dihydro-2H-pyrano[3,2-b]pyridin-4-yl)-4-azaspiro[2.5]octane-7-carboxamide